Ethoxypyridine-3-boronic acid C(C)OC1=NC=CC=C1B(O)O